[(1R,2S,4R)-4-{[5-({5-chloro-4-[(S)-(3-chlorophenyl)(hydroxy)methyl]-2-thienyl}carbonyl)pyrimidin-4-yl]amino}-2-hydroxycyclopentyl]methyl sulfamate S(N)(OC[C@@H]1[C@H](C[C@@H](C1)NC1=NC=NC=C1C(=O)C=1SC(=C(C1)[C@@H](O)C1=CC(=CC=C1)Cl)Cl)O)(=O)=O